8-(bicyclo[4.2.0]octa-1(6),2,4-trien-2-yl)-9-(4-((1-(3-fluoropropyl)azetidin-3-yl)methyl)phenyl)-6,7-dihydro-5H-benzo[7]annulene-3-carboxylic acid C1=2C(=CC=CC2CC1)C=1CCCC2=C(C1C1=CC=C(C=C1)CC1CN(C1)CCCF)C=CC(=C2)C(=O)O